4-phenyl-1,1-dimethylseleno-1-butene C1(=CC=CC=C1)CCC=C([Se]C)[Se]C